BrC1=CC=C2C(=N1)N=C(O2)N[C@H]2CN(CCC2)C(=O)OC(C)(C)C tert-butyl (3R)-3-[(5-bromooxazolo[4,5-b]pyridin-2-yl)amino]piperidine-1-carboxylate